1-bromohexane-6,6,6-d3 BrCCCCCC([2H])([2H])[2H]